3-cyclohexanedimethanol diacrylate C(C=C)(=O)OCC1CC(CCC1)COC(C=C)=O